(2S)-2-[4-(tert-butoxycarbonyl)-1-oxa-4,9-diazaspiro[5.5]undecane-9-carbonyl-(methyl)amino]-3-methylbutanoic acid C(C)(C)(C)OC(=O)N1CCOC2(C1)CCN(CC2)C(=O)N([C@H](C(=O)O)C(C)C)C